1-chloro-2-(methoxymethoxy)ethane ClCCOCOC